(S)-2-(2-((1r,4S)-4-(tert-butoxy)cyclohexyl)-3-methylphenyl)-2-(((R)-3-(3-chloro-5-fluorophenyl)-4-((S)-1-methylpyrrolidin-2-yl)butyl)(methyl)amino)acetic acid C(C)(C)(C)OC1CCC(CC1)C1=C(C=CC=C1C)[C@@H](C(=O)O)N(C)CC[C@H](C[C@H]1N(CCC1)C)C1=CC(=CC(=C1)F)Cl